CC=1C(=C(C=CC1N)C1=CC=C(C=C1)N)C dimethyl-4,4'-biphenyldiamine